OC1=CC(=C(C(=C1)C)CC1=CC2=C(NC(CO2)=O)C=C1)C 7-[(4-hydroxy-2,6-dimethyl-phenyl)methyl]-4H-1,4-benzoxazin-3-one